NC1=CC=C(C2=C(C=CC=C12)C#N)C#N 4-Amino-1,8-dicyanonaphthalene